CC1=NC2=CC3=C(C=C2C(N1)=O)N(CC3)C3=CN(C(C=C3)=O)C 2-methyl-6-(1-methyl-6-oxo-1,6-dihydropyridin-3-yl)-3,6,7,8-tetrahydro-4H-pyrrolo[2,3-g]quinazolin-4-one